tert-butylbiphenyl thianthrene salt C1=CC=CC=2SC3=CC=CC=C3SC12.C(C)(C)(C)C1=C(C=CC=C1)C1=CC=CC=C1